N-cyclopropyl-6-ethoxy-2H-chromene-3-carboxamide C1(CC1)NC(=O)C=1COC2=CC=C(C=C2C1)OCC